(S)-1-(4-((5-(2-(2-aminopyridin-3-yl)-6-(pyridin-3-yl)-3H-imidazo[4,5-b]pyridin-3-yl)-2,3-dihydro-1H-inden-1-yl)amino)piperidin-1-yl)prop-2-en-1-one NC1=NC=CC=C1C1=NC=2C(=NC=C(C2)C=2C=NC=CC2)N1C=1C=C2CC[C@@H](C2=CC1)NC1CCN(CC1)C(C=C)=O